FC1=CC=C2C(=NNC2=C1)N 6-fluoro-1H-indazole-3-amine